CC=1C=C(CC[NH3+])C=CC1 3-methylphenethylammonium